C(#N)C1=CC(=CC2=C1SC(=C2)B(O)O)CC(C)C (7-Cyano-5-isobutylbenzo[b]thiophen-2-yl)boronic acid